NC1=NC=2C=CC(=CC2C2=C1C(OC2)C)C(=O)N(C(C)C2CCOCC2)CC2=NC=C(C=C2)C#N 4-amino-N-((5-cyanopyridin-2-yl)methyl)-3-methyl-N-(1-(tetrahydro-2H-pyran-4-yl)ethyl)-1,3-dihydrofuro[3,4-c]quinoline-8-carboxamide